C(C)(C)(C)OC(=O)N1C[C@H]2C([C@H]2C1)(C)C1=NOC(C1)(C)C (1r,5s,6r)-6-(5,5-dimethyl-4,5-dihydro-1,2-oxazol-3-yl)-6-methyl-3-azabicyclo[3.1.0]hexane-3-carboxylic acid tert-butyl ester